7-bromo-2-chloro-N-(3-chloro-2-methylphenyl)pyrido[3,2-d]pyrimidin-4-amine BrC1=CC=2N=C(N=C(C2N=C1)NC1=C(C(=CC=C1)Cl)C)Cl